C(C)(C)(C)OC(=O)N1CC(C1)CC(=O)NO 3-(2-(hydroxyamino)-2-oxoethyl)azetidine-1-carboxylic acid tert-butyl ester